(2-(5-aminopent-1-yn-1-yl)-5-(piperazin-1-yl)phenyl)methanol NCCCC#CC1=C(C=C(C=C1)N1CCNCC1)CO